[Zr+4].C(C)[N-]C.C(C)[N-]C.C(C)[N-]C.C(C)[N-]C (ethylmethylamide) zirconium